3,6-dimethylcyclohex-3-ene CC=1CCC(CC1)C